bis-(4-ethoxy-4-oxo-butan-2-yl)-succinic acid C(C)OC(CC(C)C(C(C(=O)O)C(C)CC(OCC)=O)C(=O)O)=O